4-(5-(2,6-dimethylphenoxy)-2-((1-fluorocyclopropyl)methyl)-2H-indazol-6-yl)-N-ethyl-6-methyl-7-oxo-6,7-dihydro-1H-pyrrolo[2,3-c]pyridine-2-carboxamide CC1=C(OC2=CC3=CN(N=C3C=C2C=2C3=C(C(N(C2)C)=O)NC(=C3)C(=O)NCC)CC3(CC3)F)C(=CC=C1)C